OCCO[C@@H]1[C@]2(C)[C@@H](CC1)[C@@H]1CC[C@H]3CCCC[C@]3(C)[C@H]1CC2 17β-(2-hydroxyethoxy)-5α-androstane